(S)-5-(6-fluoro-2-methoxyphenyl)-1-(1-(6-ethoxy-5-methoxypyridin-2-yl)-2-(methylsulfonyl)ethyl)-3-methyl-1H-benzo[d]imidazol-2(3H)-one FC1=CC=CC(=C1C1=CC2=C(N(C(N2C)=O)[C@H](CS(=O)(=O)C)C2=NC(=C(C=C2)OC)OCC)C=C1)OC